tert-Butyl (1R,4R,7R)-(+)-7-bromo-6-(difluoromethylene)-3-oxo-2-azabicyclo[2.2.1]heptan-2-carboxylate Br[C@H]1[C@@H]2N(C([C@H]1CC2=C(F)F)=O)C(=O)OC(C)(C)C